FC(CCN1C(C2=CC=CC=C2C1=O)=O)(CO)F 2-(3,3-difluoro-4-hydroxybutyl)isoindoline-1,3-dione